NC1=NC2=CC(=CC=C2C=C1Cl)CN(C(=O)C=1C=NC(=CC1)C1(CC1)C(F)(F)F)C=1C(=NC=CC1)S(=O)(=O)C N-[(2-amino-3-chloroquinolin-7-yl)methyl]-N-(2-methanesulfonylpyridin-3-yl)-6-[1-(trifluoromethyl)cyclopropyl]pyridine-3-carboxamide